2-(4-((6-methoxypyridin-3-yl)methyl)piperazin-1-yl)-6-methyl-N-(5-methyl-1H-pyrazol-3-yl)pyrimidin-4-amine COC1=CC=C(C=N1)CN1CCN(CC1)C1=NC(=CC(=N1)NC1=NNC(=C1)C)C